NC1=CC(=NC=N1)NC1=C2C(=NC(=C1)OC1=C(C=C(N=N1)C#N)C)N(C=N2)C 6-[7-(6-amino-pyrimidin-4-ylamino)-3-methyl-3H-imidazo[4,5-b]pyridin-5-yloxy]-5-methyl-pyridazine-3-carbonitrile